N-(8,9-difluoro-6-oxo-1,4,5,6-tetrahydro-2H-pyrano[3,4-c]isoquinolin-1-yl)-4-(2-hydroxypropan-2-yl)-N-methylbenzamide FC=1C(=CC=2C3=C(NC(C2C1)=O)COCC3N(C(C3=CC=C(C=C3)C(C)(C)O)=O)C)F